NCCOCCOCCOCCN(C(=O)[C@@H]1CN(CCC1)C1=CN=CC2=CC=CC=C12)C=1C=CC(N(C1)CC(=O)O)=O (S)-2-(5-(N-(2-(2-(2-(2-aminoethoxy)ethoxy)ethoxy)ethyl)-1-(isoquinolin-4-yl)piperidine-3-carboxamido)-2-oxopyridin-1(2H)-yl)acetic acid